C1CCC2C(C=CC=C12)=[Se] 4-indaneselon